COC1=CC=C(CN2S(CCC3=C2C=CC=C3)(=O)=O)C=C1 1-(4-methoxybenzyl)-3,4-dihydro-1H-benzo[c][1,2]thiazine 2,2-dioxide